C1(CCC1)COC=1C=CC2=C(C(=C(O2)C)C(=O)N[C@H](C(=O)N)CO)C1 (2S)-2-{[5-(cyclobutylmethoxy)-2-methyl-1-benzofuran-3-yl]formamido}-3-hydroxypropanamide